CC(C)(C)[S@@](=O)N[C@@H]1C=2C(=NC=CC2)CC12CCNCC2 (R)-2-methyl-N-[(5S)-spiro[5,7-dihydro-cyclopenta[B]pyridin-6,4'-piperidin]-5-yl]propane-2-sulfinamide